N-(2-(4-(3-(benzo[c][1,2,5]thiadiazol-5-yl)-1,2,4-oxadiazol-5-yl)piperidin-1-yl)-2-oxoethyl)benzamide N=1SN=C2C1C=CC(=C2)C2=NOC(=N2)C2CCN(CC2)C(CNC(C2=CC=CC=C2)=O)=O